SCSC(CSCC1SCC(SC1)CSCC(SCS)SCS)SCS 2,5-bis(4,4-Bis(mercaptomethylthio)-2-thiabutyl)-1,4-dithiane